ethyl 2-[5-(difluoromethyl)-2-[(4-methoxyphenyl)methyl]pyrazol-3-yl]acetate FC(C=1C=C(N(N1)CC1=CC=C(C=C1)OC)CC(=O)OCC)F